BrC1=NC2=CC=CC=C2C=C1F bromo-3-fluoroquinoline